BrC=1C=NC(=NC1)C(NS(=O)C(C)(C)C)C1CC1 N-[(5-bromopyrimidin-2-yl)(cyclopropyl)methyl]-2-methylpropan-2-sulfinamide